BrC=1C=C2C(=NC1)OC(=N2)N2CCOCC2 6-bromo-2-morpholinooxazolo[5,4-b]Pyridine